(R)-(1'-(4-cyano-6-methylpyrimidin-2-yl)-2,3-dihydro-spiro[indene-1,4'-piperidin]-2-yl)carbamic acid tert-butyl ester C(C)(C)(C)OC(N[C@@H]1CC2=CC=CC=C2C12CCN(CC2)C2=NC(=CC(=N2)C#N)C)=O